O=C1N(CC2=CC(=CC=C12)OC1C(CCCCC1)NCCC)C1C(NC(CC1)=O)=O 3-(1-oxo-5-((2-(propylamino)cycloheptyl)oxy)isoindolin-2-yl)piperidine-2,6-dione